N-[1-(5-chloro-3-methylpyrazin-2-yl)ethyl]-2-(7,8-difluoro-1,1,3-trioxo-4H-1lambda6,2,4-benzothiadiazin-2-yl)acetamide ClC=1N=C(C(=NC1)C(C)NC(CN1S(C2=C(NC1=O)C=CC(=C2F)F)(=O)=O)=O)C